4-AMINO-2-CHLORO-BENZALDEHYDE NC1=CC(=C(C=O)C=C1)Cl